tert-butyl 6-bromo-1-oxo-2,3-dihydro-1H-spiro[isoquinoline-4,3'-piperidine]-1'-carboxylate BrC=1C=C2C(=CC1)C(NCC21CN(CCC1)C(=O)OC(C)(C)C)=O